((3R,4R)-4-(((6-(cyclopropyl(4-(trifluoromethyl)benzyl)amino)-5-fluoropyrimidin-4-yl)amino)methyl)-3-hydroxypiperidin-1-yl)acetamide C1(CC1)N(C1=C(C(=NC=N1)NC[C@@H]1[C@H](CN(CC1)CC(=O)N)O)F)CC1=CC=C(C=C1)C(F)(F)F